N1(CCNCCC1)C1=NC=C(C(=N1)NC=1C=C2C=NNC2=CC1)F N-(2-(1,4-diazacycloheptan-1-yl)-5-fluoropyrimidin-4-yl)-1H-indazol-5-amine